1-(3-Chloro-5-methoxyphenyl)-4-nitro-1H-imidazole ClC=1C=C(C=C(C1)OC)N1C=NC(=C1)[N+](=O)[O-]